tert-butyl N-[(6R)-6-benzyloxy-13-oxo-6,15-bis(trifluoromethyl)spiro[19-oxa-3,4,18-triazatricyclo[12.3.1.12,5]nonadeca-1(17),2,4,8,14(18),15-hexaene-12,1'-cyclobutane]-17-yl]carbamate C(C1=CC=CC=C1)O[C@]1(C2=NN=C(C3=C(C=C(C(C(C4(CCC4)CCC=CC1)=O)=N3)C(F)(F)F)NC(OC(C)(C)C)=O)O2)C(F)(F)F